1-(2,6-Diazaspiro[3.4]octan-6-yl)prop-2-en-1-one C1NCC12CN(CC2)C(C=C)=O